6-(4-fluorophenyl)pyrimidin-4-amine FC1=CC=C(C=C1)C1=CC(=NC=N1)N